behenyl-propyl-butyl-amine C(CCCCCCCCCCCCCCCCCCCCC)N(CCCC)CCC